C(=O)(OC(C)(C)C)N1[C@@H](CCC1)C(=O)O Bocproline